ClC=1C=C2CCN(CC2=CC1)S(=O)(=O)NC[C@H](CNS(=O)(=O)C1=CC=C(C=C1)N(C)C)C (S)-6-chloro-N-(3-((4-(dimethylamino)phenyl)sulfonylamino)-2-methylpropyl)-3,4-dihydroisoquinoline-2(1H)-sulfonamide